The molecule is a sesquiterpene lactone that is 3,3a,4,4a,7a,8,9,9a-octahydroazuleno[6,5-b]furan-2,5-dione substituted by a hydroxy group at position 4, methyl groups at positions 4a and 8 and a methylidene group at position 3 (the 3aS,4S,4aR,7aR,8R,9aR stereoisomer). It has a role as an anti-inflammatory agent, an antineoplastic agent, a plant metabolite and a metabolite. It is a gamma-lactone, a cyclic ketone, an organic heterotricyclic compound, a sesquiterpene lactone and a secondary alcohol. C[C@@H]1C[C@@H]2[C@H]([C@@H]([C@]3([C@H]1C=CC3=O)C)O)C(=C)C(=O)O2